CC1(C[C@@H](O1)[C@]1(CN(CC1)CC=1N=NC(=CC1)C)CCC1=CC=C(C#N)C=C1)C |o1:3| 4-(2-((R)-3-((R or S)-4,4-dimethyloxetan-2-yl)-1-((6-methylpyridazin-3-yl)methyl)pyrrolidin-3-yl)ethyl)benzonitrile